ammonium hydrogen fluoride salt F.[NH4+]